8-oxo-8-(pentadec-7-yloxy)octanoic acid O=C(CCCCCCC(=O)O)OC(CCCCCC)CCCCCCCC